C(C1=CC=CC=C1)C=1OC(=C(N1)C)N1[C@@H](CCC1)C#N (S)-1-(2-benzyl-4-methyl-oxazol-5-yl)pyrrolidine-2-carbonitrile